N-ethyl-2-(5-methoxy-1H-pyrrolo[3,2-b]pyridin-3-yl)-N-methylethan-1-amine C(C)N(CCC1=CNC=2C1=NC(=CC2)OC)C